COC(CCCCCC)=O heptanoic acid methyl ester